N-(7-((2R,4S,5R)-5-azido-4-hydroxy-5-(hydroxymethyl)tetrahydrofuran-2-yl)pyrrolo[2,1-f][1,2,4]triazin-4-yl)benzamide N(=[N+]=[N-])[C@]1([C@H](C[C@@H](O1)C1=CC=C2C(=NC=NN21)NC(C2=CC=CC=C2)=O)O)CO